5-bromo-7-methylbenzo[1,2-b:3,4-b']difuran-3-carboxylic acid BrC1=CC2=C(OC=C2C(=O)O)C2=C1OC(=C2)C